[C@H]12[C@H](C[C@H](CC1)O2)NC=2N=NC(=C1C2C=NC=C1)C1=C(C=C(C=C1)C(F)(F)F)O 2-(4-(((1R,2S,4S)-7-oxabicyclo[2.2.1]heptan-2-yl)amino)pyrido[3,4-d]pyridazin-1-yl)-5-(trifluoromethyl)phenol